9-[6-(7-methyl-spiro[2H-benzofuran-3,1'-cyclopropan]-4-yl)oxy-3-pyridinyl]-7H-purin-8-one CC1=CC=C(C2=C1OCC21CC1)OC1=CC=C(C=N1)N1C2=NC=NC=C2NC1=O